chlorodibenzoylmethane ClC(C(C1=CC=CC=C1)=O)C(C1=CC=CC=C1)=O